4-cyano-6-(4,6-diphenylpyrimidin-2-yl)benzene C(#N)C1=CC=CC(=C1)C1=NC(=CC(=N1)C1=CC=CC=C1)C1=CC=CC=C1